5-[4-amino-5-(trifluoromethyl)pyrrolo[2,1-f][1,2,4]triazin-7-yl]-N-[(3R,4S)-1-(3,3-difluorocyclobutanecarbonyl)-4-fluoropyrrolidin-3-yl]-2-(2,2,2-trifluoroethoxy)benzamide NC1=NC=NN2C1=C(C=C2C=2C=CC(=C(C(=O)N[C@@H]1CN(C[C@@H]1F)C(=O)C1CC(C1)(F)F)C2)OCC(F)(F)F)C(F)(F)F